4-((4-methoxybenzyl)oxy)-2,6-bis(trifluoromethyl)aniline COC1=CC=C(COC2=CC(=C(N)C(=C2)C(F)(F)F)C(F)(F)F)C=C1